3-Amino-5-ethyl-1-(2,2,2-trifluoroethyl)-1,5-dihydro-4H-pyrrolo[3,2-c]pyridin-4-one hydrochloride Cl.NC1=CN(C2=C1C(N(C=C2)CC)=O)CC(F)(F)F